[Li].O1C(NCC1)=O 2-oxazolidinone lithium salt